2-(4,4-difluorocyclohexyl)-6-((2-methyl-6-(trifluoromethyl)pyridin-3-yl)sulfonyl)-2,6-diazaspiro[3.3]heptane FC1(CCC(CC1)N1CC2(C1)CN(C2)S(=O)(=O)C=2C(=NC(=CC2)C(F)(F)F)C)F